(dicyclohexyl)(3,5-bis-(trifluoromethoxy)phenyl)phosphine C1(CCCCC1)P(C1=CC(=CC(=C1)OC(F)(F)F)OC(F)(F)F)C1CCCCC1